BrC1=CC2=C(N3C(S2)=NC(=C3)C3=CC=C(C(=O)NC)C=C3)C=C1 4-(7-Bromobenzo[d]imidazo[2,1-b]thiazol-2-yl)-N-methylbenzamide